(3-((3-chlorophenyl)fluoromethyl)bicyclo[1.1.1]Pent-1-yl)(5-(3,5-difluorophenyl)-4,5-dihydro-1H-pyrazol-1-yl)methanone ClC=1C=C(C=CC1)C(C12CC(C1)(C2)C(=O)N2N=CCC2C2=CC(=CC(=C2)F)F)F